methyl 5-fluoropicolinate FC=1C=CC(=NC1)C(=O)OC